(S)-N,N-diethylpyrrolidin-3-amine C(C)N([C@@H]1CNCC1)CC